N1=CC(=CC=C1)CN1CC(CC1)C1=NN=C2N1C1=C(CCC2)C=CC=C1 1-[1-(pyridin-3-ylmethyl)pyrrolidin-3-yl]-5,6-dihydro-4H-[1,2,4]triazolo[4,3-a][1]benzazepine